tert-butyl (2R,6R)-4-(4-chloro-1H-pyrazolo[3,4-b]pyridin-6-yl)-2,6-dimethyl-piperazine-1-carboxylate ClC1=C2C(=NC(=C1)N1C[C@H](N([C@@H](C1)C)C(=O)OC(C)(C)C)C)NN=C2